2-ethylhexyl-carbonate C(C)C(COC([O-])=O)CCCC